C1(CC1)C1=C(C=NC=C1)O[C@H]1C[C@H](CC1)C1=CC(=NN1)NC=1C=CC2=C(CNS2(=O)=O)C1F cis-5-((5-(3-((4-cyclopropylpyridin-3-yl)oxy)cyclopentyl)-1H-pyrazol-3-yl)amino)-4-fluoro-2,3-dihydrobenzo[d]isothiazole 1,1-dioxide